(3E)-6-(methoxymethoxy)-3-hexenylmagnesium bromide COCOCC/C=C/CC[Mg]Br